NC1=NC=2C=NC(=CC2C2=C1COC2)N2C(CC[C@@H](C2)C)C=2C=C1CC3(C(NC1=C(C2)F)=O)CC3 6'-((5S)-1-(4-amino-1,3-dihydrofurano[3,4-c][1,7]naphthyridine-8-yl)-5-methylpiperidin-2-yl)-8'-fluoro-1',4'-dihydro-2'H-spiro[cyclopropane-1,3'-quinoline]-2'-one